((2-(trimethylsilyl)ethoxy)methyl)-1H-imidazole-4-carboxylate C[Si](CCOCOC(=O)C=1N=CNC1)(C)C